COC1=C(C=NC=C1)C1CN(C1)C(=O)[C@@H]1CC[C@H]2N1C([C@H](C[C@@H]1[C@H](C2)C1)NC(=O)C1=CC2=C(S1)C=CC=C2)=O 2-(((3S,6S,7aR,8aS,9aR)-3-(3-(4-methoxypyridin-3-yl)azetidine-1-carbonyl)-5-oxodecahydro-1H-cyclopropa[d]pyrrolo[1,2-a]azocin-6-yl)carbamoyl)benzo[b]thiophen